C1CC12NCCC(C2)N2N=C1C(N=C(C=C1C)C=1C=C(C=3N(N1)C=C(N3)C)C)=C2 2-(4-azaspiro[2.5]octan-7-yl)-5-(2,8-dimethylimidazo[1,2-b]pyridazin-6-yl)-7-methyl-pyrazolo[4,3-b]pyridine